N1=CN=C(C2=C1NC=C2)C=2C=NN(C2)C(C(=O)NC2=CC(=CC=C2)C(F)(F)F)C 2-[4-(7H-pyrrolo[2,3-d]pyrimidin-4-yl)-1H-pyrazol-1-yl]-N-[3-(trifluoromethyl)phenyl]-propanamide